3-(5-(((methoxycarbonyl)amino)methyl)pyridin-3-yl)-3-(5-(2-(5,6,7,8-tetra-hydro-1,8-naphthyridin-2-yl)ethoxy)-1H-indazol-1-yl)propanoic acid COC(=O)NCC=1C=C(C=NC1)C(CC(=O)O)N1N=CC2=CC(=CC=C12)OCCC1=NC=2NCCCC2C=C1